(5-Oxa-8-azaspiro[3.5]nonan-8-yl)(5-(2,4,5-trifluoro-3-hydroxyphenyl)-1,2,4-oxadiazol-3-yl)methanone C1CCC12OCCN(C2)C(=O)C2=NOC(=N2)C2=C(C(=C(C(=C2)F)F)O)F